FC=1C=C(C=C(C1F)F)C=1N=NN(C1)[C@@H]1[C@H]([C@@H](SC2=C(C=C(C=C2)Cl)Cl)O[C@@H]([C@@H]1O)CO)O 2,4-Dichlorophenyl 3-deoxy-3-[4-(3,4,5-trifluorophenyl)-1H-1,2,3-triazol-1-yl]-1-thio-α-D-galactopyranoside